ClC1=C(C(=CC(=C1)F)[N+](=O)[O-])N[C@@H]1C[C@@H](CCC1)NC(OC(C)(C)C)=O tert-Butyl ((1R,3S)-3-((2-chloro-4-fluoro-6-nitrophenyl)amino)cyclohexyl)carbamate